(9,9-dimethyl-9H-xanthene-4,5-diyl)bis(diphenylphosphane) CC1(C2=CC=CC(=C2OC=2C(=CC=CC12)P(C1=CC=CC=C1)C1=CC=CC=C1)P(C1=CC=CC=C1)C1=CC=CC=C1)C